FC(C=1C=C(OC2=CC=C(CCOC3=NC(N4C(N5[C@@]6(CO[C@H](C5)C6)C4)=C3)=O)C=C2)C=CC1)(F)F (3S,11aR)-7-(4-(3-(trifluoromethyl)phenoxy)phenethoxy)-3,4-dihydro-1H,9H,11H-3,11a-methanopyrimido[6',1':2,3]imidazo[5,1-c][1,4]oxazin-9-one